C(CCCCCCCCCCCCCCCCC)N1C(=C(C(C2=CC=C(C=C12)OCC1=CC=CC=C1)=O)OCC1=CC=CC=C1)C1=CC(=C(C=C1)OCC1=CC=CC=C1)OCC1=CC=CC=C1 N-octadecyl-2-(3,4-dibenzyloxyphenyl)-3,7-dibenzyloxy-quinolin-4-one